C(C)(C)(C)C=1C=C(C=C(C1O)C(C)(C)C)CCC(=O)OCC(COC(CCC1=CC(=C(C(=C1)C(C)(C)C)O)C(C)(C)C)=O)(COC(CCC1=CC(=C(C(=C1)C(C)(C)C)O)C(C)(C)C)=O)COC(CCC1=CC(=C(C(=C1)C(C)(C)C)O)C(C)(C)C)=O pentaerythritol tetrakis(BETA-(3,5-di-t-butyl-4-hydroxyphenyl) propionate)